(2S)-tetrahydro-2H-pyran O1CCCCC1